4-[hydroxy(methyl)phosphono]-DL-homoalanine monoammonium salt [NH4+].OOP(=O)(OC)CC[C@H](N)C(=O)[O-] |r|